1,5-Dimethyl-N-(1-(naphthalen-1-yl)cyclopropyl)indoline-6-carboxamide CN1CCC2=CC(=C(C=C12)C(=O)NC1(CC1)C1=CC=CC2=CC=CC=C12)C